5-(benzyloxy)-7-fluoro-2-methylbenzofuran-3-carboxylic acid ethyl ester C(C)OC(=O)C1=C(OC2=C1C=C(C=C2F)OCC2=CC=CC=C2)C